[Si](C)(C)(C(C)(C)C)O[C@@H]1CC(C[C@H](C1C)O[Si](C)(C)C(C)(C)C)=CCP(C1=CC=CC=C1)(C1=CC=CC=C1)=O (2-((3R,5R)-3,5-bis((t-butyldimethylsilyl)oxy)-4-methylcyclohexylidene)ethyl)diphenylphosphine oxide